8-fluoro-3-methyl-7-((6-(5-methyl-4H-1,2,4-triazol-3-yl)-3',6'-dihydro-[3,4'-bipyridin]-1'(2'H)-yl)methyl)quinoxalin-2(1H)-one FC=1C(=CC=C2N=C(C(NC12)=O)C)CN1CCC(=CC1)C=1C=NC(=CC1)C1=NN=C(N1)C